C1(CCCCC1)CC(=O)C1=NC2=C(N1COCC[Si](C)(C)C)C=C(C(=C2)Cl)Cl 2-cyclohexyl-1-(5,6-dichloro-1-{[2-(trimethylsilyl)ethoxy]methyl}-1H-1,3-benzodiazol-2-yl)ethan-1-one